N[C@H](C)[C@H](CC)O (2r,3s)-2-aminopentan-3-ol